FCCCOC(C(CC)(CC)NC(=O)C1=NC(=C(N=C1)N1CC(C1)OC)OCC1CC1)=O 2-{[6-(cyclopropylmethoxy)-5-(3-methoxyazetidin-1-yl)pyrazine-2-carbonyl]amino}-2-ethylbutyric acid 3-fluoropropyl ester